2-((1H-benzo[d][1,2,3]triazol-5-yl)methyl)-3-((4-chloro-1-(2-hydroxy-2-methylpropyl)-1H-pyrazol-3-yl)methyl)isoindolin-1-one N1N=NC2=C1C=CC(=C2)CN2C(C1=CC=CC=C1C2CC2=NN(C=C2Cl)CC(C)(C)O)=O